COC(C(CNC(=O)OC(C)(C)C)(C)COCC1=CC=C(C=C1)OC)=O 3-((tert-Butoxycarbonyl)amino)-2-(((4-methoxybenzyl)oxy)methyl)-2-methylpropanoic acid methyl ester